C1(=CC=C(C=C1)C(C)=O)C 1-(p-tolyl)ethane-1-one